FC1=C(C=CC=C1)C1=CC=2C(NCC(C2N1)CC(=O)OC)=O methyl 2-[2-(2-fluorophenyl)-4-oxo-1H,5H,6H,7H-pyrrolo[3,2-c]pyridin-7-yl]acetate